CN(C)CC1(CC(N(C1)C(=O)OC(C)(C)C)C)OC tert-butyl 4-((dimethylamino)methyl)-4-methoxy-2-methylpyrrolidine-1-carboxylate